Methyl 2-([1-(2-bromophenyl)-5-(1-methyl-1H-indazol-6-yl)-1H-pyrazol-3-yl]methoxy)-2-methylpropanoate BrC1=C(C=CC=C1)N1N=C(C=C1C1=CC=C2C=NN(C2=C1)C)COC(C(=O)OC)(C)C